C(CCCCCCCCCCCCCCC)(=O)OCCCCCC hexanyl palmitate